benzo[d]imidazole-4-carboxamide N1=CNC2=C1C=CC=C2C(=O)N